C(C)(C)(C)OC(=O)N1C[C@@H]([C@H]([C@@H](C1)O)F)NC(=O)OCC1=CC=CC=C1 |r| rac-(3S,4R,5R)-3-(((benzyloxy)carbonyl)amino)-4-fluoro-5-hydroxypiperidine-1-carboxylic acid tert-butyl ester